FC(C(=O)O)(F)F.CC1(CN(C1)CC1=C(CNC2=C(C(=C(C(=C2)C)S(=O)(=O)NC=2N=CSC2)F)F)C(=CC=C1)F)C 4-((2-((3,3-dimethylazetidin-1-yl)methyl)-6-fluorobenzyl)amino)-2,3-difluoro-6-methyl-N-(thiazol-4-yl)benzenesulfonamide 2,2,2-trifluoroacetate